C(\C=C/C(=O)[O-])(=O)[O-] Maleinat